methylcyclododecane CC1CCCCCCCCCCC1